N-(3-acetyl-4-pyridyl)-2-(3,4-difluoro-2-methoxy-phenoxy)-5-fluoro-4-(trifluoromethyl)benzamide C(C)(=O)C=1C=NC=CC1NC(C1=C(C=C(C(=C1)F)C(F)(F)F)OC1=C(C(=C(C=C1)F)F)OC)=O